OC([C@H](N)C(=O)O)C(C)C β-Hydroxy-L-leucine